tert-butyl N-[(3R)-1-(4-[2-methyl-5-[(3S)-3-(2,2,2-trifluoroethyl)pyrrolidine-1-carbonylamino]phenyl]-6-(morpholin-4-yl)pyridin-2-yl) piperidin-3-yl]carbamate CC1=C(C=C(C=C1)NC(=O)N1C[C@@H](CC1)CC(F)(F)F)C1=CC(=NC(=C1)N1CCOCC1)N1C[C@@H](CCC1)NC(OC(C)(C)C)=O